C(C)(C)(C)OC(=O)N1C[C@@]([C@@H](CC1)NC(=O)C1=NOC(=C1)C1=C(C=C(C=C1)F)F)(C)C(N(C)C)=O |r| rac-(3R,4R)-4-{[5-(2,4-difluoro-phenyl)-isoxazole-3-carbonyl]-amino}-3-dimethylcarbamoyl-3-methyl-piperidine-1-carboxylic acid tert-butyl ester